N-tritylhexan-1-amine C(C1=CC=CC=C1)(C1=CC=CC=C1)(C1=CC=CC=C1)NCCCCCC